CN1C(N(C(C=2N(C=NC12)C)=O)CCC1CCC(CC1)=O)=O 3,7-dimethyl-1-[2-(4-oxocyclohexyl)ethyl]Purine-2,6-dione